OCCC1=NC2=CC=CC=C2C=C1 (2-hydroxyethyl)-quinoline